C1=CC(=CC2=C3CC=CC=C3N=C12)C(=O)N 5H-carbazole-3-carboxamide